(3-chloro-4-fluorophenyl)(4-iodo-1-((2-(trimethylsilyl)ethoxy)methyl)-1H-imidazol-2-yl)methanone ClC=1C=C(C=CC1F)C(=O)C=1N(C=C(N1)I)COCC[Si](C)(C)C